NC1=C(C=C(C=N1)NC(C(=O)N1[C@H](CC[C@@H](C1)C)C=1C=CC2=C(N=C(S2)C[C@H](C)N(C)C)C1)=O)CC N-(6-amino-5-ethylpyridin-3-yl)-2-((2R,5S)-2-(2-((S)-2-(dimethylamino)propyl)benzo[d]thiazol-5-yl)-5-methylpiperidin-1-yl)-2-oxoacetamide